CC1=NC(=CC(=N1)N1CC2(CC1)CCN(CC2)C2=NC=C1C(=N2)N(N=C1)C1COC1)C(F)(F)F 2-[2-methyl-6-(trifluoromethyl)pyrimidin-4-yl]-8-[1-(oxetan-3-yl)-1H-pyrazolo[3,4-d]pyrimidin-6-yl]-2,8-diazaspiro[4.5]decane